1-(4-(4-((2,5-dichloro-4-(pyridin-2-ylmethoxy)phenyl)amino)-7H-pyrrolo[2,3-d]pyrimidin-5-yl)piperidin-1-yl)prop-2-en-1-one ClC1=C(C=C(C(=C1)OCC1=NC=CC=C1)Cl)NC=1C2=C(N=CN1)NC=C2C2CCN(CC2)C(C=C)=O